C(CCC)OC(OCN1C(CC(C2=CC=C(C=C12)OCCCCN1CCN(CC1)C1=CC=CC=2SC=CC21)(C)C)=O)=O Carbonic acid 7-[4-(4-benzo[b]thiophen-4-ylpiperazin-1-yl)butoxy]-4,4-dimethyl-2-oxo-3,4-dihydro-2H-quinolin-1-ylmethyl ester butyl ester